C(C[Si](Cl)(Cl)Cl)C(C(C(C(C(C(C(C(F)(F)F)(F)F)(F)F)(F)F)(F)F)(F)F)(F)F)(F)F (heptadecafluoro-1,1,2,2-tetrahydrodecyl)-1-trichlorosilane